lignoceryl myristoleate C(CCCCCCC\C=C/CCCC)(=O)OCCCCCCCCCCCCCCCCCCCCCCCC